CC1(OB(OC1(C)C)C=1C=NN(C1)C(C#N)C)C 2-(4-(4,4,5,5-tetramethyl-1,3,2-dioxaborolan-2-yl)-1H-pyrazol-1-yl)propanenitrile